C(C)OC(=O)C1=NN(C=C1C1=NC=NC(=C1)C#N)C1OCCN1 (6-Cyanopyrimidin-4-yl)-1-(oxazolidin-2-yl)pyrazole-3-carboxylic acid ethyl ester